CSC1=NSC(=C(S1)SC)SC 3,5,6-tris(methylsulfanyl)-1,4,2-dithiazine